ClC=1C(=C(C=CC1F)[C@H]1[C@H](O[C@](C1)(C(F)(F)F)C)C(=O)NC1=CC(=NC=C1)C(=O)NC)OC (2S,3S,4S,5R)-4-[[3-(3-Chloro-4-fluoro-2-methoxy-phenyl)-5-methyl-5-(trifluoromethyl)tetrahydrofuran-2-carbonyl]amino]-N-methyl-pyridin-2-carboxamid